(R)-2-(7-((4-cyclopentyl-3-(trifluoromethyl)benzyl)oxy)-1,2,3,4-tetrahydro-cyclopenta[b]indol-3-yl)acetic acid C1(CCCC1)C1=C(C=C(COC2=CC=3C4=C(NC3C=C2)[C@H](CC4)CC(=O)O)C=C1)C(F)(F)F